2-(bicyclo[4.2.0]oct-1,3,5-trien-3-yl)-5-hydroxy-1H-isoindole-1,3(2H)-dione C12=CC(=CC=C2CC1)N1C(C2=CC=C(C=C2C1=O)O)=O